BrCC(=O)C1=C(N(C(=C1)\C=C\CCC#N)C1=CC=C(C#N)C=C1)C 4-[3-(2-bromoacetyl)-5-[(1E)-4-cyanobut-1-en-1-yl]-2-methyl-1H-pyrrol-1-yl]benzonitrile